1-(4-(2-amino-3-nitropyridin-4-yl)-1H-pyrazole-1-carbonyl)pyrrolidine-3-carbonitrile NC1=NC=CC(=C1[N+](=O)[O-])C=1C=NN(C1)C(=O)N1CC(CC1)C#N